C(C)(=O)OCCC(CCCCCC)OC(C)=O 1,3-nonanediyl diacetate